BrCCCCCBr 1,5-Dibromopentan